nonadeca-10,13-dienoic acid C(CCCCCCCCC=CCC=CCCCCC)(=O)O